OCC(CCO)S(=O)(=O)O 1,4-dihydroxy-2-butanesulfonic acid